2-chloro-methyl-pyridine iodide [I-].ClC1=NC=CC=C1C